6-(5-amino-2-morpholinophenoxy)heptan-1-ol NC=1C=CC(=C(OC(CCCCCO)C)C1)N1CCOCC1